2-[4-(4-methyl-4H-1,2,4-triazol-3-yl)piperidin-1-yl]-3-(pyrazin-2-yl)benzonitrile CN1C(=NN=C1)C1CCN(CC1)C1=C(C#N)C=CC=C1C1=NC=CN=C1